C(C)(C)(C)OC(=O)N1C[C@H]([C@H](C1)O)N |r| rac-cis-tert-butyl-3-amino-4-hydroxypyrrolidine-1-carboxylate